FC([C@@H](CCN1N=CC=C1C(=O)O)O)(F)F |o1:2| (R or S)-1-(4,4,4-Trifluoro-3-hydroxybutyl)-1H-pyrazole-5-carboxylic acid